C(C)(C)(C)OC(=O)N[C@H](C(=O)N[C@H](C(=O)OC)CC(C)C)CC1=CC=CC=C1 methyl (2S)-2-[(2S)-2-[(tert-butoxycarbonyl)amino]-3-phenylpropanamido]-4-methylpentanoate